Acetyl 2-(2-azidoacetylamino)-2-deoxy-3,4-di-O-acetyl-6-O-(((S)-1-pyridin-3-ylmethoxycarbonylethylamino) (phenoxy) phosphoryl)-D-mannopyranoside N(=[N+]=[N-])CC(=O)N[C@@H]1C(OC(C)=O)O[C@@H]([C@H]([C@@H]1OC(C)=O)OC(C)=O)COP(=O)(OC1=CC=CC=C1)N[C@@H](C)C(=O)OCC=1C=NC=CC1